NC1=NC=C(C2=C1C(=NN2C(C)C)C2=CC(=C(C=C2F)NS(=O)(=O)C2=C(C=CC=C2)Cl)F)C2=CCC(CC2)NC2COC2 N-(4-(4-amino-1-isopropyl-7-(4-(oxetan-3-ylamino)cyclohex-1-en-1-yl)-1H-pyrazolo[4,3-c]pyridin-3-yl)-2,5-difluorophenyl)-2-chlorobenzenesulfonamide